2-chloro-N1-(4-chloro-3-(pyridin-2-yl)phenyl)-N-(3-methoxypropyl)terephthalamide ClC1=C(C(=O)N(CCCOC)C2=CC(=C(C=C2)Cl)C2=NC=CC=C2)C=CC(=C1)C(=O)N